ClC1=C(C=CC(=C1)S(=O)(=O)C)C1=CC=C(C=C1)C1CN(C1)C(=O)N(CCC1=CN=NN1)C 3-[4-(2-chloro-4-methylsulfonyl-phenyl)phenyl]-N-methyl-N-[2-(1H-triazol-5-yl)ethyl]azetidine-1-carboxamide